N-(pyridin-3-yl)-5-(5-(pyridin-3-yl)-1H-pyrrolo[2,3-b]pyridin-3-yl)pyrazolo[1,5-a]pyridine-3-carboxamide N1=CC(=CC=C1)NC(=O)C=1C=NN2C1C=C(C=C2)C2=CNC1=NC=C(C=C12)C=1C=NC=CC1